CC(C)(C)OC(=O)N1C(C2=C(C=CC(=C2C1)N)C)=O 4-Amino-7-methyl-1-oxo-2,3-dihydro-1H-isoindole-2-carboxylic acid 2-methylpropan-2-yl ester